CC(CCCCCCCCCCC(N)C)N 1,12-dimethyl-1,12-dodecanediamine